N1C=C(C2=CC=CC=C12)CCC(=O)N1CC(OCC1)C1=NC(=CC=C1)C1=CC=C(C=C1)OC 3-(1H-indol-3-yl)-1-(2-(6-(4-methoxyphenyl)pyridin-2-yl)morpholino)propan-1-one